chlorophenoxyacetic, anilide ClC(C(=O)NC1=CC=CC=C1)OC1=CC=CC=C1